(E)-N2-[(2E)-3-(thiophen-3-yl)prop-2-en-1-ylidene]-L-arginine S1C=C(C=C1)/C=C/C=N[C@@H](CCCN\C(\N)=N\[H])C(=O)O